2-(2-chloro-4-fluorophenyl)-N-(4-(((1-methyl-1H-pyrazol-4-yl)oxy)methyl)-3-sulfamoylphenyl)acetamide ClC1=C(C=CC(=C1)F)CC(=O)NC1=CC(=C(C=C1)COC=1C=NN(C1)C)S(N)(=O)=O